Dimethyl 4-(3-((benzyloxy)methyl)azetidin-1-yl)-3-methoxyphthalate C(C1=CC=CC=C1)OCC1CN(C1)C=1C(=C(C(C(=O)OC)=CC1)C(=O)OC)OC